2-hydroxy-6-((2-(4-methylpiperazin-1-yl)pyridin-3-yl)methoxy)benzaldehyde OC1=C(C=O)C(=CC=C1)OCC=1C(=NC=CC1)N1CCN(CC1)C